BrC1=CN=CN1COCC[Si](C)(C)C 5-bromo-1-((2-(trimethylsilyl)ethoxy)methyl)-1H-imidazole